N-(benzyloxycarbonyl)-L-valyl-DL-asparaginyl-fluoromethane copper [Cu].C(C1=CC=CC=C1)OC(=O)N[C@@H](C(C)C)C(=O)N[C@@H](CC(N)=O)C(=O)CF |&1:19|